S(=O)(=O)(O)C(C(=O)[O-])(CCCC)N1C(CCC1=O)=O sulfosuccinimidylhexanoat